trimethyl-[3-(acryloylamino)propyl]aminium chloride [Cl-].C[N+](CCCNC(C=C)=O)(C)C